2,2',2''-(((ethane-1,1,1-triyltris(2,6-diiodobenzene-4,1-diyl))tris(oxy))tris(methylene))tris(oxirane) C(C)(C1=CC(=C(C(=C1)I)OCC1OC1)I)(C1=CC(=C(C(=C1)I)OCC1OC1)I)C1=CC(=C(C(=C1)I)OCC1OC1)I